methyl (S)-2-((2-(4-bromo-2-chloro-5-fluorophenyl)-7-methylimidazo[1,2-a]pyridin-3-yl)methyl)morpholine-4-carboxylate BrC1=CC(=C(C=C1F)C=1N=C2N(C=CC(=C2)C)C1C[C@H]1CN(CCO1)C(=O)OC)Cl